4-(3-(3-fluoro-4-(4-(2-hydroxyethyl)piperidin-1-carbonyl)phenyl)-4,4-dimethyl-5-oxo-2-thioxoimidazolin-1-yl)-2-(trifluoromethyl)benzonitrile FC=1C=C(C=CC1C(=O)N1CCC(CC1)CCO)N1C(N(C(C1(C)C)=O)C1=CC(=C(C#N)C=C1)C(F)(F)F)=S